3-(4-(4-amino-6-iodo-7-methyl-7H-pyrrolo[2,3-d]pyrimidin-5-yl)-2-fluorophenoxy)-1-methylpyridin-2(1H)-one NC=1C2=C(N=CN1)N(C(=C2C2=CC(=C(OC=1C(N(C=CC1)C)=O)C=C2)F)I)C